(S)-2-((3-cyclopropoxy-1-(2-methoxyethyl)-1H-pyrazol-4-yl)amino)-7-(1-methoxypropane-2-yl)-7H-pyrrolo[2,3-d]pyrimidine-6-carbonitrile C1(CC1)OC1=NN(C=C1NC=1N=CC2=C(N1)N(C(=C2)C#N)[C@H](COC)C)CCOC